3-Methyl-N-{(1S)-1-(4-methylcyclohexyl)-2-oxo-2-[(2-oxospiro[1H-pyrrolo[3,2-c]pyridine-3,4'-oxane]-6-yl)amino]ethyl}-isoxazole-5-carboxamide CC1=NOC(=C1)C(=O)N[C@H](C(NC1=CC2=C(C=N1)C1(CCOCC1)C(N2)=O)=O)C2CCC(CC2)C